O[C@]1(C(\C=C\CCCC1)O)CC(=O)OC methyl 2-((1S,E)-1,2-dihydroxycyclooct-3-en-1-yl)acetate